CC(C)CC(C=CC=CC1=CC=CC=C1)=O 2-methyl-8-phenyloct-5,7-dien-4-one